ClC=1N(CCN1)NCC1=CC=CC=C1 chlorobenzylamino-2-imidazoline